tris(4-methoxy-2,6-difluorophenyl)boron COC1=CC(=C(C(=C1)F)B(C1=C(C=C(C=C1F)OC)F)C1=C(C=C(C=C1F)OC)F)F